methyl-4-methoxythiophene CC=1SC=C(C1)OC